C(CCC)S(=O)(=O)N1CCN(CC1)C(=O)C1=CC=2C(C3=CC=CC=C3C(C2C=C1)=O)=O 2-(4-(butyl-sulfonyl)piperazine-1-carbonyl)anthracene-9,10-dione